(2S)-2-amino-3,3-dicyclopropyl-N-[1-[2,2,2-trifluoro-1-(2-methoxy-3-pyridyl)ethyl]imidazol-4-yl]propanamide N[C@H](C(=O)NC=1N=CN(C1)C(C(F)(F)F)C=1C(=NC=CC1)OC)C(C1CC1)C1CC1